Tert-Butyl N-(4-methoxypyrrolidin-3-yl)carbamate COC1C(CNC1)NC(OC(C)(C)C)=O